ClC1=C(N2CCCC2=C1C(=O)NC1=CC(=C(C=C1)F)F)C(C(=O)NCC(C)(C)O)=O 6-chloro-N-(3,4-difluorophenyl)-5-(2-((2-hydroxy-2-methylpropyl)amino)-2-oxoacetyl)-2,3-dihydro-1H-pyrrolizine-7-carboxamide